1-[2-cyano-4-(trifluoromethyl)phenyl]-4-[2'-(difluoromethyl)-[2,3'-bipyridin]-5-yl]-N-[(3S)-1-methylpyrrolidin-3-yl]piperidine-4-carboxamide C(#N)C1=C(C=CC(=C1)C(F)(F)F)N1CCC(CC1)(C(=O)N[C@@H]1CN(CC1)C)C=1C=CC(=NC1)C=1C(=NC=CC1)C(F)F